ClC1=CC=C(C(=N1)C#N)S(=O)(=O)NC=1C=CC=C2C=CC=NC12 6-chloro-2-cyano-N-(quinolin-8-yl)pyridine-3-sulfonamide